C(C)(C)(C)OC(=O)N1CCN(CCC1)C=1OC=C(N1)C(=O)O 2-(4-(tert-Butyloxycarbonyl)-1,4-diazepan-1-yl)oxazole-4-carboxylic acid